ClC=1C=C(C(=O)N([C@H](CCN2CCCC2)C(C)C)C)C=CC1 (R)-3-Chloro-N-methyl-N-(4-methyl-1-(pyrrolidin-1-yl)pentan-3-yl)benzamide